N-(2,6-dioxopiperidin-3-yl)-6-nitro-1H-benzo[d][1,2,3]triazole-4-carboxamide O=C1NC(CCC1NC(=O)C1=CC(=CC=2NN=NC21)[N+](=O)[O-])=O